N1C(CCC1)CC(=O)O 2-pyrrolidin-2-ylacetic acid